5-amino-1-tert-butyl-N-[3-(3-ethyl-7-{[(3S,4R)-3-fluoro-1-methylpiperidin-4-yl]amino}-pyrazolo[1,5-a]pyridin-2-yl)prop-2-yn-1-yl]-1H-pyrazole-4-carboxamide NC1=C(C=NN1C(C)(C)C)C(=O)NCC#CC1=NN2C(C=CC=C2N[C@H]2[C@H](CN(CC2)C)F)=C1CC